1-(2,3-Dihydrobenzofuran-6-yl)cyclohexane-1,4-diamine O1CCC2=C1C=C(C=C2)C2(CCC(CC2)N)N